N-phenyl-4-trimethylsilyl-aniline C1(=CC=CC=C1)NC1=CC=C(C=C1)[Si](C)(C)C